COC(=O)C=1C(=NC(=C(C1)F)C(C)=O)Cl 6-acetyl-2-chloro-5-fluoro-pyridine-3-carboxylic acid methyl ester